dimethyl-propoxy(2-vinylphenyl)silane C[Si](C1=C(C=CC=C1)C=C)(OCCC)C